ClC1=NC(=C2N=CN(C2=N1)[C@H]1[C@@H]([C@@H]([C@H](O1)C(=O)NC)O)O)NCC1=CC(=CC=C1)I (2S,3S,4R,5R)-5-[2-chloro-6-[(3-iodophenyl)methylamino]purin-9-yl]-3,4-dihydroxy-N-methyloxolane-2-carboxamide